3-methyl-2-[2-[(1R,3S)-3-hydroxycyclopentyl]pyrazolo[3,4-b]pyridin-6-yl]-5-(trifluoromethyl)-phenol CC=1C(=C(C=C(C1)C(F)(F)F)O)C=1C=CC=2C(N1)=NN(C2)[C@H]2C[C@H](CC2)O